C(C1=CC=CC=C1)NC(=O)C=1N(C(N2C1CN(CC2)C(\C=C\C2=C(C(=CC=C2)Cl)Cl)=O)=O)C2=CC=C(C=C2)OC(C)C N-benzyl-7-[(E)-3-(2,3-dichlorophenyl)prop-2-enoyl]-2-(4-isopropoxyphenyl)-3-oxo-6,8-dihydro-5H-imidazo[1,5-a]pyrazine-1-carboxamide